COC1=C(CN2N=C3N=C(C=C(C3=C2)CS(=O)(=O)C)N2[C@@H](COCC2)C)C=CC(=C1)OC (R)-4-(2-(2,4-dimethoxybenzyl)-4-((methylsulfonyl)methyl)-2H-pyrazolo[3,4-b]pyridin-6-yl)-3-methylmorpholine